C(C1=CC=CC=C1)OC1=C(C=CC(=C1F)F)[C@H]1[C@@H](O[C@]([C@H]1C)(C(F)(F)F)C)C(=O)O (2r,3s,4s,5r)-3-(2-benzyloxy-3,4-difluoro-phenyl)-4,5-dimethyl-5-(trifluoromethyl)tetrahydrofuran-2-carboxylic acid